N1=CCCC1 azolin